5-[4-(5-Bromo-2-chlorobenzoylamino)phenyl]-1H-naphtho[1,2-b][1,4]diazepine-2,4(3H,5H)-dione BrC=1C=CC(=C(C(=O)NC2=CC=C(C=C2)N2C3=C(NC(CC2=O)=O)C2=CC=CC=C2C=C3)C1)Cl